BrC1=CC(=NN1CC1CC1)C 5-bromo-1-(cyclopropylmethyl)-3-methyl-1H-pyrazole